(S)-5-(benzyloxy)-2-methyl-N-(2-oxopiperidin-3-yl)benzofuran-3-carboxamide methyl-2-(chloromethyl)-1-(oxetan-3-ylmethyl)-1H-benzo[d]imidazole-6-carboxylate COC(=O)C=1C=CC2=C(N(C(=N2)CCl)CC2COC2)C1.C(C1=CC=CC=C1)OC=1C=CC2=C(C(=C(O2)C)C(=O)N[C@@H]2C(NCCC2)=O)C1